Trifluoroethyl-methanamide FC(CNC=O)(F)F